6-[2-bromo(1,1,2,2-2H4)ethoxy]-1-[(cis)-3-hydroxy-3-methylcyclobutyl]-3,4-dihydro-1,8-naphthyridin-2-one BrC(C(OC=1C=C2CCC(N(C2=NC1)C1CC(C1)(C)O)=O)([2H])[2H])([2H])[2H]